1-(2-{5-[(R)-(1,3-dimethyl-azetidin-3-yl)-hydroxy-(4-isopropyl-phenyl)-methyl]-pyridin-3-yl}-ethyl)-cyclobutanol CN1CC(C1)(C)[C@@](C=1C=C(C=NC1)CCC1(CCC1)O)(C1=CC=C(C=C1)C(C)C)O